N-(quinolin-8-yl)-4-(thiazol-5-yl)benzamide N1=CC=CC2=CC=CC(=C12)NC(C1=CC=C(C=C1)C1=CN=CS1)=O